C1(CCC1)N1N=CC2=CC(=CC=C12)C(=O)NC=1C=C2CN(C(C2=CC1)=O)C1C(NC(CC1)=O)=O 1-cyclobutyl-N-(2-(2,6-dioxopiperidin-3-yl)-1-oxoisoindolin-5-yl)-1H-indazole-5-carboxamide